3-chloro-5-[(2E,4E)-5-[(1R,2R,6R)-3-(cyclopropylamino)-1,2,6-trimethylcyclohexyl]-3-methylpenta-2,4-dien-1-yl]-4-(fluoromethoxy)-6-hydroxy-2-methylbenzaldehyde ClC=1C(=C(C=O)C(=C(C1OCF)C\C=C(\C=C\[C@@]1([C@H](C(CC[C@H]1C)NC1CC1)C)C)/C)O)C